butan-carboxylic acid C(CCC)C(=O)O